C1=NC=CC2=CC=C3N=CC=CC3=C12 2,7-Phenanthroline